Ethyl (1R,3S)-3-((tert-butoxycarbonyl)amino)-4-oxocyclohexane-1-carboxylate C(C)(C)(C)OC(=O)N[C@H]1C[C@@H](CCC1=O)C(=O)OCC